(2S)-4-[{(1R)-1-[1-benzyl-4-(2,5-difluorophenyl)-1H-pyrrol-2-yl]-2,2-dimethylpropyl}(hydroxyacetyl)amino]-2-({[2-(trimethylsilyl)ethoxy]carbonyl}amino)butanoic acid C(C1=CC=CC=C1)N1C(=CC(=C1)C1=C(C=CC(=C1)F)F)[C@@H](C(C)(C)C)N(CC[C@@H](C(=O)O)NC(=O)OCC[Si](C)(C)C)C(CO)=O